SC(CC(=O)OCC(COC(CC(C)S)=O)(COC(CC(C)S)=O)COC(CC(C)S)=O)C pentaerythritol tetrakis(3-sulfanyl butyrate)